FC=1NC=NN1 5-fluoro-4H-1,2,4-triazol